ClC1=NN2C(C(=N1)NC=1N=CN(C1)C=1N=CN(C1)C1CC1)=CC=C2 2-chloro-N-(1'-cyclopropyl-1'H-[1,4'-biimidazole]-4-yl)pyrrolo[2,1-f][1,2,4]triazin-4-amine